N-[9-[(2R,3R,4S,5S)-4-benzyloxy-5-(benzyloxymethyl)-3-hydroxy-5-(triisopropylsilyloxy-methyl)tetrahydrofuran-2-yl]-6-oxo-1H-purin-2-yl]-2-methyl-propanamide C(C1=CC=CC=C1)O[C@H]1[C@H]([C@@H](O[C@]1(CO[Si](C(C)C)(C(C)C)C(C)C)COCC1=CC=CC=C1)N1C=2N=C(NC(C2N=C1)=O)NC(C(C)C)=O)O